FC1(CC(C1)C1=C(C(=CC(=C1)N1CC2=CC=C(C=C2CC1)F)C)NC(CC(C)(C)C)=O)F N-(2-(3,3-difluorocyclobutyl)-4-(6-fluoro-3,4-dihydroisoquinolin-2(1H)-yl)-6-methylphenyl)-3,3-dimethylbutanamide